4-((5-(2-chloro-4-fluoro-3-hydroxyphenyl)-1,3,4-thiadiazol-2-yl)methyl)-6-(2,4-dichlorobenzyl)-4,6-diazaspiro[2.4]heptane-5,7-dione ClC1=C(C=CC(=C1O)F)C1=NN=C(S1)CN1C2(CC2)C(N(C1=O)CC1=C(C=C(C=C1)Cl)Cl)=O